CN1C(C(C2=CC=CC=C12)=C)=O N-methyl-3-methyleneindolone